O1CCC2=C1C=C(C=C2)OCC2=CC(=NC=C2)C2=CC(=C(C(=O)N)C=C2)C 4-{4-[(2,3-dihydro-1-benzofuran-6-yloxy)methyl]pyridin-2-yl}-2-methylbenzamide